5-(trifluoromethyl)thiophen-2-amine hydrochloride Cl.FC(C1=CC=C(S1)N)(F)F